(4-((2-(1H-pyrazol-4-yl)ethyl)amino)-5,6-dimethylpyrimidin-2-yl)(3-(4-fluorophenyl)morpholino)methanone N1N=CC(=C1)CCNC1=NC(=NC(=C1C)C)C(=O)N1C(COCC1)C1=CC=C(C=C1)F